tert-butyl (2-((2,4,6-trichloropyrimidin-5-yl)oxy)ethyl)carbamate ClC1=NC(=C(C(=N1)Cl)OCCNC(OC(C)(C)C)=O)Cl